(3S,4R)-4-phenyl-N-(1-4-fluorophenylazetidin-3-yl)pyrrolidine-3-carboxamide C1(=CC=CC=C1)[C@H]1[C@@H](CNC1)C(=O)NC1CN(C1)C1=CC=C(C=C1)F